2-(6-chloro-5-fluoro-1-oxospiro[3H-isoquinoline-4,1'-cyclopropane]-2-yl)-N-(5-fluoropyrimidin-2-yl)acetamide ClC=1C(=C2C(=CC1)C(N(CC21CC1)CC(=O)NC1=NC=C(C=N1)F)=O)F